(dimethylamino)-6-(4-ethyl-3-(hydroxymethyl)-5-oxo-4,5-dihydro-1H-1,2,4-triazol-1-yl)-2-(o-tolyl)isoquinolin-1(2H)-one CN(C)C=1N(C(C2=CC=C(C=C2C1)N1N=C(N(C1=O)CC)CO)=O)C1=C(C=CC=C1)C